(4,5-diamino-2-pyrrolidin-1-ylphenyl)-(4-methyl-2-phenylpiperazin-1-yl)methanone NC1=CC(=C(C=C1N)C(=O)N1C(CN(CC1)C)C1=CC=CC=C1)N1CCCC1